4-amino-7-fluoro-3-methyl-imidazo[1,5-a]quinoxaline-8-carboxylic acid hydrochloride Cl.NC=1C=2N(C3=CC(=C(C=C3N1)F)C(=O)O)C=NC2C